4-((5-(4,5-Dimethyl-2-nitrophenyl)thiophen-2-yl)methylene-3-methyl-5-oxo-4,5-dihydro-1H-pyrazol-1-yl)benzoic acid CC1=CC(=C(C=C1C)C1=CC=C(S1)C=C1C(=NN(C1=O)C1=CC=C(C(=O)O)C=C1)C)[N+](=O)[O-]